1-((S)-1-(3-fluoro-2-methylphenyl)ethyl)-N3-methyl-1H-pyrazole-3,5-dicarboxamide FC=1C(=C(C=CC1)[C@H](C)N1N=C(C=C1C(=O)N)C(=O)NC)C